4-(difluoromethyl)-3-methoxypicolinic acid FC(C1=C(C(=NC=C1)C(=O)O)OC)F